3-cyclopropyl-5,6,7,8-tetrahydro-[1,2,4]triazolo[4,3-a]pyridine-7-carbaldehyde C1(CC1)C1=NN=C2N1CCC(C2)C=O